2-methyl-2H-1,2,3-triazol-4-amine hydrochloride Cl.CN1N=CC(=N1)N